(4-hydroxybenzoyl)-1H-pyrrolo[2,3-b]pyridine-2-sulfonohydrazide OC1=CC=C(C(=O)N2C(=CC=3C2=NC=CC3)S(=O)(=O)NN)C=C1